C[N+](C)(C)CCCC[C@@H](C(=O)O)N N-TRIMETHYLLYSINE